NC=1C2=C(N=CN1)N(C=C2F)[C@H]2[C@@H]([C@@H]([C@](O2)(CO)F)O)O (2S,3S,4R,5R)-5-(4-amino-5-fluoro-7H-pyrrolo[2,3-d]pyrimidin-7-yl)-2-fluoro-2-(hydroxymethyl)tetrahydrofuran-3,4-diol